methyl 3-(5-(4-(trifluoromethyl)phenyl)-1H-imidazol-2-yl)-1H-indazole-5-carboxylate FC(C1=CC=C(C=C1)C1=CN=C(N1)C1=NNC2=CC=C(C=C12)C(=O)OC)(F)F